2-iodo-4-nitro-5-(trifluoromethyl)aniline IC1=C(N)C=C(C(=C1)[N+](=O)[O-])C(F)(F)F